4-chloro-7,7-dimethyl-8-(piperidin-4-yl)-7,11b-dihydro-5H-indeno[2,1-c]isoquinolin-5-one ClC=1C=CC=C2C3C(=NC(C12)=O)C(C1=C(C=CC=C13)C1CCNCC1)(C)C